6-Chloro-7-(difluoromethoxy)-2,2,5-trimethyl-4H-benzo[d][1,3]dioxin-4-one ClC1=C(C2=C(OC(OC2=O)(C)C)C=C1OC(F)F)C